C/C(=C/C)/C=C(\C=C(/C=C\CC)\C)/C (2Z,4Z,6Z,8Z)-3,5,7-trimethyl-2,4,6,8-undecatetraene